ClC1=C(C=C(C=C1)C1CCN(CC1)C1=C2C(=NN(C2=CC=C1)C1C(NC(CC1)=O)=O)C)C 3-(4-(4-(4-Chloro-3-methylphenyl)piperidin-1-yl)-3-methyl-1H-indazol-1-yl)piperidine-2,6-dione